7-fluoro-2-((1-(3-methoxybenzyl)-piperidin-4-yl)-methyl)imidazo-[1,2-c]quinazolin-5-amine FC1=CC=CC=2C=3N(C(=NC12)N)C=C(N3)CC3CCN(CC3)CC3=CC(=CC=C3)OC